C(O)(=O)OC(CCCCCCCCC)O decanediol carbonate